FC1=C(C=C(C=C1)[C@@H]1N(OCC1)C1=CC(=NC=N1)NC=1C(=CC(=C(C1)NC(C=C)=O)N1CCN(CC1)CCC)OC)C(F)(F)F (R)-N-(5-((6-(3-(4-fluoro-3-(trifluoromethyl)phenyl)isoxazolidin-2-yl)pyrimidin-4-yl)amino)-4-methoxy-2-(4-propylpiperazin-1-yl)phenyl)acrylamide